3-bromo-8-methoxy-2-(trifluoromethyl)pyrimido[1,2-b]pyridazin-4-one BrC1=C(N=C2N(N=CC(=C2)OC)C1=O)C(F)(F)F